Methyl 2-(8-(benzo[d]thiazol-2-ylcarbamoyl)-3,4-dihydroisoquinolin-2(1H)-yl)-5-(3-(4-(3-(piperazin-1-yl)prop-1-yn-1-yl)phenoxy)propyl)thiazole-4-carboxylate S1C(=NC2=C1C=CC=C2)NC(=O)C=2C=CC=C1CCN(CC21)C=2SC(=C(N2)C(=O)OC)CCCOC2=CC=C(C=C2)C#CCN2CCNCC2